The molecule is a branched amino pentasaccharide consisting of a linear sequence of two alpha-sialyl residues, a beta-D-galactosyl residue and an N-acetyl-beta-D-glucosamine residue linked respectively (2->8), (2->8) and (1->4), to the galactosyl residue of which is also linked (1->4) an N-acetyl-beta-D-glucosaminyl residue. It is the carbohydrate portion of ganglioside GD2. It is an amino pentasaccharide, an amino oligosaccharide and a beta-D-GalNAc-(1->4)-[alpha-Neu5Ac-(2->8)-alpha-Neu5Ac-(2->3)]-beta-D-Gal-(1->4)-D-Glc. CC(=O)N[C@@H]1[C@H](C[C@@](O[C@H]1[C@@H]([C@@H](CO)O[C@@]2(C[C@@H]([C@H]([C@@H](O2)[C@@H]([C@@H](CO)O)O)NC(=O)C)O)C(=O)O)O)(C(=O)O)O[C@@H]3[C@H]([C@@H](O[C@@H]([C@@H]3O[C@H]4[C@@H]([C@H]([C@H]([C@H](O4)CO)O)O)NC(=O)C)CO)O[C@@H]5[C@H](O[C@H]([C@@H]([C@H]5O)O)O)CO)O)O